4-[(2-carbamoyl-3-pyridinyl)amino]-4-oxo-butanoic acid C(N)(=O)C1=NC=CC=C1NC(CCC(=O)O)=O